NC1=NC=C(C=C1C=1C=C2CCNC(C2=CC1)=O)C1=CC=C(C=C1)N1[C@@H]2CN([C@H](C1)C2)C 6-(2-amino-5-(4-((1S,4S)-5-methyl-2,5-diazabicyclo[2.2.1]heptan-2-yl)phenyl)pyridin-3-yl)-3,4-dihydroisoquinolin-1(2H)-one